O=C1NC(CCC1N1C(C2=CC=CC(=C2C1)CN1CCN(CC1)C1CCN(CC1)C=1C(=CC2=C(C(C=3NC4=CC(=CC=C4C3C2=O)C#N)(C)C)C1)CC)=O)=O 8-(4-(4-((2-(2,6-dioxopiperidin-3-yl)-1-oxoisoindoline-4-yl)methyl)piperazin-1-yl)piperidin-1-yl)-9-ethyl-6,6-dimethyl-11-oxo-6,11-dihydro-5H-benzo[b]carbazole-3-carbonitrile